β-hydroxy-β-methylbutyrate monohydrate O.OC(CC(=O)O)(C)C